N,N-dimethylpiperidine-4-amine CN(C1CCNCC1)C